O1CC(C1)CC=1C=CC(=NC1)N1N=CC(=C1)C1=NC=2C(=NC=CC2)N1 (1-(5-((oxetan-3-yl)methyl)pyridin-2-yl)-1H-pyrazol-4-yl)-3H-imidazo[4,5-b]pyridine